C(C(=O)N)(=O)O azapyruvic acid